2,4,6-trimethylbenzoyl-methylphosphinate CC1=C(C(=O)P([O-])(=O)C)C(=CC(=C1)C)C